N2-((R)-1-cyclopropylethyl)-N4-(1-phenylpropan-2-yl)-6-(6-(trifluoromethyl)pyridin-2-yl)-1,3,5-triazine-2,4-diamine C1(CC1)[C@@H](C)NC1=NC(=NC(=N1)NC(CC1=CC=CC=C1)C)C1=NC(=CC=C1)C(F)(F)F